C(C=C)C1(C(OC2=CC=CC=C2C1C1=CC=C(C=C1)F)=O)S(=O)(=O)CC1=CC=CC=C1 (+)-3-allyl-4-(4-fluorophenyl)-3-toluenesulfonyl-chroman-2-one